C(C1=CC=CC=C1)N(CCC1CCN(CC1)C(=O)C=1C=CC(=C(C1)N1C(NC(CC1)=O)=O)OC)C 1-(5-(4-(2-(benzyl(methyl)amino)ethyl)piperidine-1-carbonyl)-2-methoxyphenyl)dihydropyrimidine-2,4(1H,3H)-dione